1-(2-(1-methyl-1H-imidazo[1,2-b]pyrazole-7-carbonyl)-2-azaspiro[3.3]heptan-6-yl)-3-(2-methyl-5-(trifluoromethyl)pyridin-3-yl)urea CN1C=CN2N=CC(=C21)C(=O)N2CC1(C2)CC(C1)NC(=O)NC=1C(=NC=C(C1)C(F)(F)F)C